CS(=O)(=NC1=C(N=C2N1C=CC(=C2)C2=NOC(=N2)C(F)(F)F)C)CC2=NN(C=N2)C methyl((1-methyl-1H-1,2,4-triazol-3-yl)methyl)((2-methyl-7-(5-(trifluoromethyl)-1,2,4-oxadiazol-3-yl)imidazo[1,2-a]pyridin-3-yl)imino)-λ6-sulfanone